5-bromo-N-(2-methoxypropyl)-2-nitroaniline BrC=1C=CC(=C(NCC(C)OC)C1)[N+](=O)[O-]